3-[(1R)-1-[3,6-Dimethyl-2-(1-methylpyrazol-4-yl)-4-oxo-chromen-8-yl]ethoxy]pyridine-2-sulfonamide CC1=C(OC2=C(C=C(C=C2C1=O)C)[C@@H](C)OC=1C(=NC=CC1)S(=O)(=O)N)C=1C=NN(C1)C